5-(2-(difluoromethyl)-8-((1S,2S)-2-(difluoromethyl)cyclopropyl)imidazo[1,2-b]pyridazine-6-yl)pyrimidine-2,4(1H,3H)-dione FC(C=1N=C2N(N=C(C=C2[C@@H]2[C@H](C2)C(F)F)C=2C(NC(NC2)=O)=O)C1)F